6-(2-(2-fluorophenyl)-3,4,6,7-tetrahydro-5H-imidazo[4,5-c]pyridin-5-yl)-5,6,7,8-tetrahydroisoquinoline FC1=C(C=CC=C1)C1=NC2=C(CN(CC2)C2CC=3C=CN=CC3CC2)N1